thionourea NC(=S)N